6-[(E)-2-(3-ethyl-4-pyridyl)vinyl]-7-fluoro-3,4-dihydro-1H-quinolin-2-one C(C)C=1C=NC=CC1/C=C/C=1C=C2CCC(NC2=CC1F)=O